(12aR)-10-chloro-9-(2-chloro-6-hydroxyphenyl)-1,2,3,4,12,12a-hexahydro-6H-pyrazino[2,1-c][1,4]benzoxazepine-8-carbonitrile ClC1=C(C(=CC=2CN3[C@@H](COC21)CNCC3)C#N)C3=C(C=CC=C3O)Cl